CC1=NN(C(C2=CC(=CC=C12)N1CCC(CC1)N1CCNCC1)=O)C1C(NC(CC1)=O)=O 3-(4-methyl-1-oxo-7-(4-(piperazin-1-yl)piperidin-1-yl)phthalazin-2(1H)-yl)piperidin-2,6-dione